2-(2,4-dimethylphenylsulfanyl)nitrobenzene CC1=C(C=CC(=C1)C)SC1=C(C=CC=C1)[N+](=O)[O-]